FC1(CCN(CC1)C(=O)C=1C=C2C(=NC1)N(C=C2)C2=CC=C(C=C2)C2=NN=C(N2)N2CCOCC2)F (4,4-difluoropiperidin-1-yl)(1-(4-(5-morpholino-4H-1,2,4-triazol-3-yl)phenyl)-1H-pyrrolo[2,3-B]pyridin-5-yl)methanone